FC=1C=C(C=CC1)N(C(OC(C)(C)C)=O)CC1=CC(=C(C=C1)OC)[N+](=O)[O-] tert-Butyl (3-fluorophenyl)(4-methoxy-3-nitrobenzyl)-carbamate